1-(4-fluorobenzyl)-3-(1H-tetrazol-5-yl)quinolin-4(1H)-one FC1=CC=C(CN2C=C(C(C3=CC=CC=C23)=O)C2=NN=NN2)C=C1